dichloro(1,5-cyclooctadiene) ClC1=C(CCC=CCC1)Cl